2-ethoxy-5-(4-fluorophenyl)-1,6-dimethyl-4-oxopyridine-3-carboxamide C(C)OC=1N(C(=C(C(C1C(=O)N)=O)C1=CC=C(C=C1)F)C)C